O=C1CC=NN1 5-OXO-4H-PYRAZOL